BrC1=CC2=C(N=C(N=C2)NC=2C=CC(=NC2)OCCN2CCN(CC2)C(=O)OC(C)(C)C)N(C1=O)C tert-butyl 4-(2-((5-((6-bromo-8-methyl-7-oxo-7,8-dihydropyrido[2,3-d]pyrimidin-2-yl)amino)pyridin-2-yl)oxy)ethyl)piperazine-1-carboxylate